ClC=1C=C2C(N(C(C2=CC1CN1CCNCC1)=O)C1C(NC(CC1)=O)=O)=O 5-chloro-2-(2,6-dioxopiperidin-3-yl)-6-(piperazin-1-ylmethyl)isoindoline-1,3-dione